7-(cyclopentylamino)-5,6-difluoro-2-((piperidin-4-ylthio)methyl)quinazolin-4(3H)-one hydrochloride Cl.C1(CCCC1)NC1=C(C(=C2C(NC(=NC2=C1)CSC1CCNCC1)=O)F)F